2-bromo-5-butyl-3-chloropyrazine BrC1=NC=C(N=C1Cl)CCCC